tert-butyl (1-(4-bromo-3-fluorophenyl)cyclopropyl)carbamate BrC1=C(C=C(C=C1)C1(CC1)NC(OC(C)(C)C)=O)F